CN1CCC(CC1)NC(=O)N1CC(CC(C1)C)C1=C2C=CC=NC2=C(C=C1)C#N 3-(8-cyano-quinolin-5-yl)-5-methyl-piperidine-1-carboxylic acid (1-methyl-piperidin-4-yl)-amide